7-fluoro-2-[(4S)-4-[[6-oxo-5-(trifluoromethyl)-1H-pyridazin-4-yl]amino]pentyl]-6-[5-(trifluoromethyl)pyridin-2-yl]isoquinolin-1-one FC1=C(C=C2C=CN(C(C2=C1)=O)CCC[C@H](C)NC=1C=NNC(C1C(F)(F)F)=O)C1=NC=C(C=C1)C(F)(F)F